3-(4-hydroxyphenyl)-N-(4-vinylphenyl)propanamide OC1=CC=C(C=C1)CCC(=O)NC1=CC=C(C=C1)C=C